CC(CCOC(\C=C\C1=CC=C(C=C1)OC)=O)CCC=C(C)C 3,7-Dimethyloct-6-en-1-yl-(E)-3-(4-methoxyphenyl)acrylat